C(C)(C)(C)OC(=O)N1C[C@@H](CC1)N1N=CC(=C1)C(N[C@H]1C[C@H](CCC1)NC1=CC(=NC2=CC=C(C=C12)Cl)C(F)(F)F)=O.CCC(=O)CC(C)C methyl-(isobutyl)ethanone tert-butyl-(R)-3-(4-(((1R,3S)-3-((6-chloro-2-(trifluoromethyl)quinolin-4-yl)amino)cyclohexyl)carbamoyl)-1H-pyrazol-1-yl)pyrrolidine-1-carboxylate